C1(CC1)C1=NC(=CC(=C1)C(=O)NC(C)C1=NC=CN=C1N1N=CC=N1)C(F)(F)F 2-cyclopropyl-N-[1-[3-(triazol-2-yl)pyrazin-2-yl]ethyl]-6-(trifluoromethyl)pyridine-4-carboxamide